OCC[C@@H]1N(CCN(C1)C(=O)OC(C)(C)C)C(=O)OCC1=CC=CC=C1 (S)-1-Benzyl 4-tert-butyl 2-(2-hydroxyethyl)piperazine-1,4-dicarboxylate